CC=1C=C2C(=NC1)N=C(S2)C2CCNCC2 6-methyl-2-(piperidin-4-yl)thiazolo[4,5-b]pyridine